C(C)(C)(C)OOC(C)(C)C1=CC=C(C=C1)C(C)(OOC(C)(C)C)C 1,4-bis(1-t-butylperoxy-1-methylethyl)benzene